tert-butyl 1-azido-3,6,9,12,15,18-hexaoxahenicosan-21-oate N(=[N+]=[N-])CCOCCOCCOCCOCCOCCOCCC(=O)OC(C)(C)C